NC1=CN=NC2=CC(=CC=C12)C=1C=C(C=CC1N1N=CC(=C1)C(F)F)B(O)O [3-(4-AMINOCINNOLIN-7-YL)-4-[4-(DIFLUOROMETHYL)-1H-PYRAZOL-1-YL]PHENYL]BORONIC ACID